5-[[(2S)-2-[[(2S)-2-(9H-fluoren-9-ylmethoxycarbonylamino)-3-methyl-butanoyl]amino]-5-ureido-pentanoyl]amino]-2-(hydroxymethyl)benzenesulfonate C1=CC=CC=2C3=CC=CC=C3C(C12)COC(=O)N[C@H](C(=O)N[C@H](C(=O)NC=1C=CC(=C(C1)S(=O)(=O)[O-])CO)CCCNC(=O)N)C(C)C